IC12CC(C1)(C2)C 1-iodo-3-methyl-bicyclo[1.1.1]pentane